C(#N)C1=CC(=C(C=C1)CC(=O)O)F 2-(4-cyano-2-fluorophenyl)acetic acid